N-(4-imidazol-1-yl-phenyl)-2-(1-methyl-1H-tetrazol-5-ylsulfanyl)-5-nitro-benzamide N1(C=NC=C1)C1=CC=C(C=C1)NC(C1=C(C=CC(=C1)[N+](=O)[O-])SC1=NN=NN1C)=O